ClCC=1OC2=C(C1)C=CC=C2 2-(chloromethyl)benzofuran